C=1N=CN2C1C1=CC=CC=C1[C@H]2[C@H]2C1(COC1)C[C@H]2O (5R,6R)-5-((R)-5H-Imidazo[5,1-a]isoindol-5-yl)-2-oxaspiro[3.3]heptan-6-ol